5-chloro-2-(2-ethyl-1H-benzimidazol-1-yl)-N-[4-(trifluoromethyl)phenyl]pyrimidine ClC=1C=NC(N(C1)C1=CC=C(C=C1)C(F)(F)F)N1C(=NC2=C1C=CC=C2)CC